C(C1=CC=CC=C1)OC=1C=CC2=C(OC(CO2)C(=O)N2CCN(CC2)CC2CCOCC2)C1 (7-Benzyloxy-2,3-dihydro-benzo[1,4]dioxin-2-yl)-[4-(tetrahydro-pyran-4-ylmethyl)-piperazin-1-yl]-methanone